COC1=CC(=NC=2NCCCC12)CCCCCN([C@H]1CN(CC1)C(=O)OC(C)(C)C)C tert-butyl (R)-3-((5-(4-methoxy-5,6,7,8-tetrahydro-1,8-naphthyridin-2-yl)pentyl)(methyl)amino)pyrrolidine-1-carboxylate